C1(CCCC1)C1(CCCCCC1)C(=O)N cyclopentylcycloheptanamide